C(C1=CC=CC=C1)S(=O)(=O)C1=C(C(=O)NC2=CC=C(C=C2)F)C(=CC(=C1)[N+](=O)[O-])F 2-benzyl-sulfonyl-6-fluoro-N-(4-fluorophenyl)-4-nitrobenzamide